4-((2-((4-cyanophenyl)amino)-7-methyl-5,6,7,8-tetrahydropyrido[3,4-d]pyrimidin-4-yl)oxy)-3,5-dimethylbenzonitrile C(#N)C1=CC=C(C=C1)NC=1N=C(C2=C(N1)CN(CC2)C)OC2=C(C=C(C#N)C=C2C)C